2-bromo-N-(2,6-dimethylphenyl)butyramide BrC(C(=O)NC1=C(C=CC=C1C)C)CC